3-((2,2-Diethyl-4-(pyridin-2-yl)tetrahydro-2H-pyran-4-yl)oxy)propyl 4-methylbenzenesulfonate CC1=CC=C(C=C1)S(=O)(=O)OCCCOC1(CC(OCC1)(CC)CC)C1=NC=CC=C1